1-(3-Methylpyridin-2-yl)-N-((5-(trifluoromethyl)pyridin-2-ylmethyl)methyl)ethan-1-amine CC=1C(=NC=CC1)C(C)NCCC1=NC=C(C=C1)C(F)(F)F